N1(CCCCCC1)C1=CC=CC(=N1)S(=O)(=O)NC(=O)C=1C(=NC=CC1)N1C(CC(C1)C)(C)C N-[[6-(Azepan-1-yl)-2-pyridyl]sulfonyl]-2-(2,2,4-trimethylpyrrolidin-1-yl)pyridin-3-carboxamid